C(C)OC(C(C(COCC1=CC=CC=C1)=O)=CN(C)C)=O 4-(benzyloxy)-2-((dimethylamino)methylene)-3-oxobutanoic acid ethyl ester